P(=O)(O)(O)OC[C@@H]1[C@H](C[C@@H](O1)N1C=NC=2C(=O)NC(N)=NC12)O deoxyguanosine 5'-monophosphate